CP(=O)(C)C1=CC(=C(NCC#CC=2SC3=C(C2CC(F)(F)F)C=CC=C3NC3C(CN(CC3)C3CCS(CC3)(=O)=O)F)C=C1)OC (Z)-N-[2-[3-(4-dimethylphosphoryl-2-methoxy-anilino)prop-1-ynyl]-3-(2,2,2-trifluoroethyl)benzothiophen-7-yl]-1-(1,1-dioxothian-4-yl)-3-fluoro-piperidin-4-amine